CON(C(=O)[C@H]1N([C@@H](CC1)CCC)C(=O)OCC1=CC=CC=C1)C Benzyl (2S,5R)-2-(methoxy(methyl)carbamoyl)-5-propylpyrrolidine-1-carboxylate